N-(4-(((1S,4R)-bicyclo[2.2.1]heptan-2-yl)oxy)-3,5-difluorophenyl)-2-(3-ethyl-3-methoxyazetidin-1-yl)-5-(2,2,2-trifluoroethyl)oxazole-4-carboxamide [C@H]12C(C[C@H](CC1)C2)OC2=C(C=C(C=C2F)NC(=O)C=2N=C(OC2CC(F)(F)F)N2CC(C2)(OC)CC)F